C(=O)NC=1C(C(=O)OCCCC)=CC=CC1 n-Butyl N-formylanthranilate